C(CCC)N1C(=NC2=C1C=CC=C2NC2=C(C=CC=C2C(C)C)C(C)C)C2=CC=CC1=CC=CC=C21 1-Butyl-N-(2,6-diisopropylphenyl)-2-(naphthalen-1-yl)-1H-benzo[d]imidazol-4-amine